NC=1C=2N(C=CN1)C(=NC2C2=C(C=C(C=C2)C(NC2=NC=CC(=C2)C2CC2)=O)F)C21C3C4C5C(C24)C1C53 4-(8-Amino-1-(4-((4-cyclopropylpyridin-2-yl)carbamoyl)-2-fluorophenyl)imidazo[1,5-a]pyrazin-3-yl)cuban